2-(3-(ethoxymethyl)phenyl)acetyl chloride C(C)OCC=1C=C(C=CC1)CC(=O)Cl